3-(methylsulfonylmethyl)-1H-pyrazole CS(=O)(=O)CC1=NNC=C1